S1C2=C(C=C1C(=O)O)SC(=C2)C(=O)O thieno[3,2-b]thiophene-2,5-dicarboxylic acid